2-[2-(aminomethyl)-3,3-difluoro-allyl]-4-[[5-[6-(dimethylamino)-5-fluoro-3-pyridyl]-2-thienyl]methyl]-1,2,4-triazol-3-one NCC(CN1N=CN(C1=O)CC=1SC(=CC1)C=1C=NC(=C(C1)F)N(C)C)=C(F)F